C(C)(C)(C)[Si](OCC=C(C)B1OC(C(O1)(C)C)(C)C)(C)C tert-butyldimethyl(3-(4,4,5,5-tetramethyl-1,3,2-dioxaborolan-2-yl)but-2-enyloxy)silane